C(C)(C)(C)C(C(=O)OCC1=C(C=C(C=C1)N1CC2C(C2C1)(F)F)F)(CCC#N)C=1C(=NC2=C(C=CC=C2C1)C)C (4-{6,6-difluoro-3-azabicyclo[3.1.0]hex-3-yl}-2-fluorophenyl)methanol tert-butyl-4-cyano-2-(2,8-dimethylquinolin-3-yl)butanoate